8-bromo-N-{[5-(3-fluorophenyl)-1H-imidazol-2-yl]methyl}-2-(morpholin-4-yl)pyrazolo[1,5-a][1,3,5]triazin-4-amine BrC=1C=NN2C1N=C(N=C2NCC=2NC(=CN2)C2=CC(=CC=C2)F)N2CCOCC2